C(#N)C=1C=NC(=NC1)N[C@H](C(=O)O)CCN(CCCCC1=NC=2NCCCC2C=C1)CCOC1=CC=C(C=C1)F (S)-2-((5-cyanopyrimidin-2-yl)amino)-4-((2-(4-fluorophenoxy)ethyl)(4-(5,6,7,8-tetrahydro-1,8-naphthyridin-2-yl)butyl)amino)butanoic acid